benzyl-4-chloro-3-formyl-5,6-dihydropyridine C(C1=CC=CC=C1)C1=NCCC(=C1C=O)Cl